1-oxo-2,8-diazaspiro[4.5]decane-8-carboxylate O=C1NCCC12CCN(CC2)C(=O)[O-]